BrC1=CC(=NC=C1Br)N 4,5-dibromopyridine-2-amine